6-chloropyridin-2,3-dicarboxylic acid ClC1=CC=C(C(=N1)C(=O)O)C(=O)O